8-Oxa-2-aza-spiro[4.5]decane-2-carboxylic acid [7-(1-benzyl-1H-pyrazol-4-yl)-4-methoxy-thiazolo[4,5-c]pyridin-2-yl]-amide C(C1=CC=CC=C1)N1N=CC(=C1)C=1C2=C(C(=NC1)OC)N=C(S2)NC(=O)N2CC1(CC2)CCOCC1